methyl-(E)-3-(4-((3-(2-ethylbenzoyl)7-hydroxyquinolin-4-yl)oxy)phenyl)acrylic acid C/C(/C(=O)O)=C\C1=CC=C(C=C1)OC1=C(C=NC2=CC(=CC=C12)O)C(C1=C(C=CC=C1)CC)=O